O1CCN(CC1)C=1C=CSC1 4-morpholinothiophene